FC([C@@H](C)NC(=O)N1CC2(CC2)[C@@H]([C@@H]1CC1=C(C(=CC=C1)C1=CC(=CC(=C1)F)F)F)NS(=O)(=O)CF)F (6S,7S)-N-[(1R)-2,2-difluoro-1-methyl-ethyl]-6-[[3-(3,5-difluorophenyl)-2-fluoro-phenyl]methyl]-7-(fluoromethylsulfonylamino)-5-azaspiro[2.4]heptane-5-carboxamide